CC=1N(C(=CC1)C)C1=C(N=NC(=C1)N1[C@@H](COCC1)C)CNC(=O)C1=CC=NN1 (R)-N-((4-(2,5-dimethyl-1H-pyrrol-1-yl)-6-(3-methylmorpholino)pyridazin-3-yl)methyl)-1H-pyrazole-5-carboxamide